4-(6-(1-((2-azaspiro[3.3]heptan-6-yl)methyl)-1H-indazol-5-yl)-7H-pyrrolo[2,3-d]pyrimidin-4-yl)morpholine C1NCC12CC(C2)CN2N=CC1=CC(=CC=C21)C2=CC1=C(N=CN=C1N1CCOCC1)N2